6-isopropyl-3-methyl-10λ3-decane C(C)(C)C(CCC(CC)C)CCC[CH2]